(6-isoxazol-4-yl-2-methoxy-3-pyridinyl)-5-methyl-3-phenyl-isoxazole-4-carboxamide O1N=CC(=C1)C1=CC=C(C(=N1)OC)NC(=O)C=1C(=NOC1C)C1=CC=CC=C1